3-Amino-9H-carbazole NC=1C=CC=2NC3=CC=CC=C3C2C1